(S)-4-(2-amino-3-(4-nitrophenyl)propanamido)benzoic acid tert-butyl ester C(C)(C)(C)OC(C1=CC=C(C=C1)NC([C@H](CC1=CC=C(C=C1)[N+](=O)[O-])N)=O)=O